4-{2-[3-(1H-imidazol-5-yl)-2-[3-(trifluoromethyl)-1H-1,2,4-triazol-5-yl]imidazo[1,2-a]pyrimidin-6-yl]ethyl}morpholine N1C=NC=C1C1=C(N=C2N1C=C(C=N2)CCN2CCOCC2)C2=NC(=NN2)C(F)(F)F